isopropyl (S)-6-diazo-2-((2S,3R)-3-methoxy-2-methylbutanamido)-5-oxohexanoate [N+](=[N-])=CC(CC[C@@H](C(=O)OC(C)C)NC([C@H]([C@@H](C)OC)C)=O)=O